3-ethyl-4H-1,2,4-triazole C(C)C1=NN=CN1